(2,2-difluorobenzo[d][1,3]dioxol-5-yl)ethan-1-one FC1(OC2=C(O1)C=CC(=C2)C(C)=O)F